[Na+].C(CCCCC)C(C(=O)OCC)(CC(=O)OCC)S(=O)(=O)[O-] diethyl hexylsulphosuccinate sodium salt